N-(2-hydroxyethyl)-5-(hydroxymethyl)-3-methyl-1H-pyrazole-4-carboxamide OCCNC(=O)C=1C(=NNC1CO)C